C1CC12CNC(C2)C(=O)N 5-azaspiro[2.4]Heptane-6-carboxamide